C(C1=CC=CC=C1)OC1=CC=C(C(=O)OC2=CC(C(C(C2)(C)C)C(=O)OCC)=O)C=C1 4-(ethoxycarbonyl)-5,5-dimethyl-3-oxocyclohex-1-en-1-yl 4-(benzyloxy)benzoate